1-(3-((4-(trifluoromethyl)phenyl)ethynyl)pyrrolidin-1-yl)prop-2-en-1-one methyl-5-(5-((4-aminobutyl)carbamoyl)furan-2-yl)-2-(3-aminoprop-1-yn-1-yl)benzoate COC(C1=C(C=CC(=C1)C=1OC(=CC1)C(NCCCCN)=O)C#CCN)=O.FC(C1=CC=C(C=C1)C#CC1CN(CC1)C(C=C)=O)(F)F